N-(4-(1-(1-(ethylsulfonyl)piperidin-4-yl)-1H-pyrazol-4-yl)-1H-pyrrolo[2,3-b]pyridin-6-yl)cyclopropylcarboxamide C(C)S(=O)(=O)N1CCC(CC1)N1N=CC(=C1)C1=C2C(=NC(=C1)NC(=O)C1CC1)NC=C2